methyl 2-((S)-1-(4-(6-((4-cyano-2-fluorobenzyl) oxy)-3,5-difluoropyridin-2-yl) piperazin-1-yl) ethyl)-1-(((S)-oxetan-2-yl) methyl)-1H-benzo[d]imidazole-6-carboxylate C(#N)C1=CC(=C(COC2=C(C=C(C(=N2)N2CCN(CC2)[C@@H](C)C2=NC3=C(N2C[C@H]2OCC2)C=C(C=C3)C(=O)OC)F)F)C=C1)F